1-[2-cyano-4-(trifluoromethyl)phenyl]-N-[2-(dimethylamino)ethyl]-4-[6-(1-methyl-1H-pyrrol-2-yl)pyridin-3-yl]piperidine-4-carboxamide C(#N)C1=C(C=CC(=C1)C(F)(F)F)N1CCC(CC1)(C(=O)NCCN(C)C)C=1C=NC(=CC1)C=1N(C=CC1)C